tert-butyl 2-(4-hydroxy-phenoxy)acetate OC1=CC=C(OCC(=O)OC(C)(C)C)C=C1